FC1(CN(CC[C@H]1NC1=NN2C(C(=N1)OC)=C(C(=C2)F)C=2C=CC1=C(N(N=N1)C[C@H](C)F)C2)C([2H])([2H])[2H])F N-((R)-3,3-difluoro-1-(methyl-d3)piperidin-4-yl)-6-fluoro-5-(1-((S)-2-fluoropropyl)-1H-benzo[d][1,2,3]triazol-6-yl)-4-methoxypyrrolo[2,1-f][1,2,4]triazin-2-amine